methyl 4-[7-(4-bromophenyl)-2,7-diazaspiro[3.5]nonan-2-yl]-3-chloro-benzoate BrC1=CC=C(C=C1)N1CCC2(CN(C2)C2=C(C=C(C(=O)OC)C=C2)Cl)CC1